7-[3-(butylcarbamoyl)azetidin-1-yl]-4-oxo-1-(1,2,4-thiadiazol-5-yl)-1,4-dihydro-1,8-naphthyridine-3-carboxylic acid C(CCC)NC(=O)C1CN(C1)C1=CC=C2C(C(=CN(C2=N1)C1=NC=NS1)C(=O)O)=O